BrC=1C=C2C(N(C(C2=CC1)=O)C)(C)C 5-Bromo-2,3,3-trimethylisoindolin-1-one